COC(=O)C=1C(OC(C1)OC)OC 2,5-dimethoxy-2,5-dihydro-furan-3-carboxylic acid methyl ester